methylhexanoic acid anhydride CC(C(=O)OC(C(CCCC)C)=O)CCCC